Cl.C[C@@H]1N(CCC1)CC1=C(C=CC(=C1)B1OC(C(O1)(C)C)(C)C)C1CCOCC1 (S)-2-methyl-1-(2-(tetrahydro-2H-pyran-4-yl)-5-(4,4,5,5-tetramethyl-1,3,2-dioxaborolan-2-yl)benzyl)pyrrolidine hydrochloride